N-(4-Methylpent-2-yn-1-yl)-4-(4-(oxetan-3-yl)-piperazin-1-yl)-1H-benzo[d]imidazole-1-carboxamide CC(C#CCNC(=O)N1C=NC2=C1C=CC=C2N2CCN(CC2)C2COC2)C